5-[[2-[(2R,5S)-5-methyl-2-[4-(methylsulfamoyl)phenyl]-1-piperidyl]-2-oxo-acetyl]amino]pyridine-3-carboxamide C[C@H]1CC[C@@H](N(C1)C(C(=O)NC=1C=C(C=NC1)C(=O)N)=O)C1=CC=C(C=C1)S(NC)(=O)=O